C1(CC1)[C@H](CN1N=CC2=NC=C(C=C21)C2=CC(=C(C=C2)F)C(F)F)O |r| (RS)-1-Cyclopropyl-2-(6-(3-(difluoromethyl)-4-fluorophenyl)-1H-pyrazolo[4,3-b]pyridin-1-yl)ethan-1-ol